C1(CC1)N(C=1C=C(C=C(C1)F)C#CC(C)(O)C)C1=NC=2N(C3=CC=C(C=C13)F)C=NN2 4-(3-(cyclopropyl-(7-fluoro-[1,2,4]triazolo[4,3-a]quinazolin-5-yl)amino)-5-fluorophenyl)-2-methylbut-3-yn-2-ol